C(C1=CC=CC=C1)N1CCC(CC1)CN1CCN(CC1)C(=O)OC(C)(C)C Tert-butyl 4-((1-benzylpiperidin-4-yl)methyl)piperazine-1-carboxylate